N-(Cyclopropylmethyl)-6-(6-hydroxy-1,4-diazepan-1-yl)pyridine-2-carboxamide C1(CC1)CNC(=O)C1=NC(=CC=C1)N1CCNCC(C1)O